CC1=NNC(=C1B1OC(C)(C)C(C)(C)O1)C 3,5-dimethylpyrazole-4-boronic acid pinacol ester